2-(3-chloro-5-(trifluoromethyl)pyridin-2-yl)ethylamine hydrochloride Cl.ClC=1C(=NC=C(C1)C(F)(F)F)CCN